1,1,1,3,3,3-hexafluoropropan-2-yl 1-(2-methyl-3-(piperidin-1-yl) benzyl)-1,8-diazaspiro[4.5]decane-8-carboxylate CC1=C(CN2CCCC23CCN(CC3)C(=O)OC(C(F)(F)F)C(F)(F)F)C=CC=C1N1CCCCC1